CONC(=O)C1=CN=CS1 N-methoxythiazole-5-carboxamide